CC1=CC(=NO1)CC=1NC2=C(C=NC=3C=CC(=CC23)C#N)N1 2-[(5-methyl-1,2-Oxazol-3-yl)methyl]-1H-imidazo[4,5-c]Quinoline-8-carbonitrile